2-(4-(diphenylamino)phenyl)-3-hydroxy-4H-benzofuran-4-one C1(=CC=CC=C1)N(C1=CC=C(C=C1)C1OC=2C(=C1O)C(C=CC2)=O)C2=CC=CC=C2